2-(2,2-bis(mercaptomethylthio)ethyl)-1,4-dithiane SCSC(CC1SCCSC1)SCS